2-amino-3-(naphthalen-1-yl)propionic acid NC(C(=O)O)CC1=CC=CC2=CC=CC=C12